methyl 4,5-difluoro-6-methyl-1H-pyrrolo[2,3-b]pyridine-2-carboxylate FC1=C2C(=NC(=C1F)C)NC(=C2)C(=O)OC